(R)-2-((1-(3,7-dimethyl-4-oxo-2-(3-(5-(trifluoromethyl)isoxazol-3-yl)azetidin-1-yl)-4H-pyrido[1,2-a]pyrimidin-9-yl)ethyl)amino)benzoic acid CC1=C(N=C2N(C1=O)C=C(C=C2[C@@H](C)NC2=C(C(=O)O)C=CC=C2)C)N2CC(C2)C2=NOC(=C2)C(F)(F)F